[Pd](Cl)Cl.C1(=CC=CC=C1)P([C-]1C=CC=C1)C1=CC=CC=C1.[C-]1(C=CC=C1)P(C1=CC=CC=C1)C1=CC=CC=C1.[Fe+2] 1,1'-bis(diphenyl-phosphino)ferrocene palladium(II) chloride